C(CCCC(C)C)(=O)O iso-heptanoic acid